3,3-dideuterio-1-propanesulfonic acid [2H]C(CCS(=O)(=O)O)[2H]